((2R,3S,4R)-3-ethynyl-3,4,5-Trihydroxytetrahydrofuran-2-yl)benzoic acid methyl ester COC(C1=C(C=CC=C1)[C@H]1OC([C@@H]([C@@]1(O)C#C)O)O)=O